(1s,4s)-6'-bromo-4-(3-chloroanilino)-2',3'-dihydrospiro[cyclohexane-1,7'-indeno[5,6-b]furan]-4-carboxylic acid methyl ester COC(=O)C1(CCC2(C(=CC3=CC4=C(OCC4)C=C23)Br)CC1)NC1=CC(=CC=C1)Cl